C(C)(=O)N1CC2(CN(C2)C=2C=CC(=NC2)C(=O)NC=2SC=C(N2)C2=C(C=CC=C2)Cl)C1 5-(6-acetyl-2,6-diazaspiro[3.3]heptan-2-yl)-N-(4-(2-chlorophenyl)thiazol-2-yl)picolinamide